C1(CCCC1)N1N=C2C(CCCC2=C1)NC(=O)[C@H]1N(C[C@@H](C1)O)C([C@H](C(C)(C)C)N1N=NC(=C1)C1CC1)=O (2S,4R)-N-(2-cyclopentyl-4,5,6,7-tetrahydroindazol-7-yl)-1-[(2S)-2-(4-cyclopropyltriazol-1-yl)-3,3-dimethyl-butanoyl]-4-hydroxy-pyrrolidine-2-carboxamide